(3R)-7-[[(2-methyl-2-methylsulfonyl-propanoyl)amino] carbamoyl]-4-oxo-3,5-dihydro-2H-1,5-benzothiazepin-3-yl carbamate C(N)(O[C@H]1CSC2=C(NC1=O)C=C(C=C2)C(NNC(C(C)(S(=O)(=O)C)C)=O)=O)=O